(Z)-(Z)-3,6-NONADIEN-1-OL C(C\C=C/C\C=C/CC)O